CC(C(=O)O)(C)SC 2-methyl-2-(methylsulfanyl)propionic acid